2-ethylpentene C(C)C(=C)CCC